ClC1=NC(=NC2=C1N(C=1C=CC(=CC21)CN(C)C)CC(F)(F)F)C=O 4-chloro-8-[(dimethylamino)methyl]-5-(2,2,2-trifluoroethyl)pyrimido[5,4-b]indole-2-carbaldehyde